1,2-diphenyl-1-vinyl-3-methyl-indene C1(=CC=CC=C1)C1(C(=C(C2=CC=CC=C12)C)C1=CC=CC=C1)C=C